ClC=1C=C(OC2CCN(CC2)C2=CC(N(C3=CC(=CC=C23)CCOC)C)=O)C=CC1 4-[4-(3-chlorophenoxy)piperidin-1-yl]-7-(2-methoxyethyl)-1-methyl-2-oxo-1,2-dihydroquinoline